FC1=C(C=C(C=C1)F)[C@@H]1N(CCC1)C1=NC=2N(C=C1)N=CC2N2N=CC(=C2)N2CC(CC2)O (1-(5-((R)-2-(2,5-difluorophenyl)pyrrolidin-1-yl)pyrazolo[1,5-a]pyrimidin-3-yl)-1H-pyrazol-4-yl)pyrrolidin-3-ol